1-[(4-ethynylphenyl)methyl]Piperidin-4-ol tert-butyl-4-(1H-indazol-6-yl)-3,6-dihydropyridine-1(2H)-carboxylate C(C)(C)(C)C1N(CC=C(C1)C1=CC=C2C=NNC2=C1)C(=O)OC1CCN(CC1)CC1=CC=C(C=C1)C#C